1-{6-[4-(4-methylpiperazin-1-yl)phenyl]furo[3,2-b]pyridin-3-yl}-1H-1,3-benzodiazole CN1CCN(CC1)C1=CC=C(C=C1)C=1C=C2C(=NC1)C(=CO2)N2C=NC1=C2C=CC=C1